C(C)N1C(=NN=C1)C=1C=C(C=2N(C1)C=NC2)OC2=CC=C(C=C2)N2C(N(CC2)CCOC)=O 1-[4-[6-(4-ethyl-1,2,4-triazol-3-yl)imidazo[1,5-a]pyridin-8-yl]oxyphenyl]-3-(2-methoxyethyl)imidazolidin-2-one